OC=1C=CC(=NC1)NC(C1=CC=C(C=C1)C=1C=NC=CC1)=O N-(5-hydroxypyridin-2-yl)-4-(pyridin-3-yl)benzamide